(3R,4S)-3-cyclopropyl-1-[6-[4-(methoxymethyl)pyrazol-1-yl]pyrrolo[1,2-b]pyridazin-4-yl]-4-methyl-2-oxopyrrolidine-3-carbonitrile C1(CC1)[C@]1(C(N(C[C@H]1C)C=1C=2N(N=CC1)C=C(C2)N2N=CC(=C2)COC)=O)C#N